N1,N2-bis(2,6-bis((R)-1-(3,5-diethylphenyl)ethyl)-4-methylphenyl)ethane-1,2-diamine C(C)C=1C=C(C=C(C1)CC)[C@@H](C)C1=C(C(=CC(=C1)C)[C@H](C)C1=CC(=CC(=C1)CC)CC)NCCNC1=C(C=C(C=C1[C@H](C)C1=CC(=CC(=C1)CC)CC)C)[C@H](C)C1=CC(=CC(=C1)CC)CC